4-methoxybenzyl (3R,5R)-3,5-dihydroxy-7-((1S,2S,6R,8S,8aR)-8-hydroxy-2,6-dimethyl-1,2,6,7,8,8a-hexahydronaphthalen-1-yl)heptanoate O[C@@H](CC(=O)OCC1=CC=C(C=C1)OC)C[C@@H](CC[C@H]1[C@H](C=CC2=C[C@@H](C[C@@H]([C@H]12)O)C)C)O